(1R,3S)-3-[3-({[2-(methylsulfonyl)phenyl]acetyl}-amino)-1H-pyrazol-5-yl]cyclopentyl (2S)-butan-2-ylcarbamate C[C@@H](CC)NC(O[C@H]1C[C@H](CC1)C1=CC(=NN1)NC(CC1=C(C=CC=C1)S(=O)(=O)C)=O)=O